[N+](=O)([O-])C1=CC=C(C=C1)N1CC2(C1)CCC(CC2)=O 2-(4-nitrophenyl)-2-azaspiro[3.5]nonane-7-one